C(#N)C1=NC=CC(=N1)C=1C(=CC(=C(C1)NC(=O)C1=CNC(C=C1C(F)(F)F)=O)N1C[C@H](N([C@H](C1)C)C)C)F |r| N-[5-(2-cyanopyrimidin-4-yl)-4-fluoro-2-[rac-(3R,5S)-3,4,5-trimethylpiperazin-1-yl]phenyl]-6-oxo-4-(trifluoromethyl)-1H-pyridine-3-carboxamide